8-methoxyquinoline-6-carboxylic acid COC=1C=C(C=C2C=CC=NC12)C(=O)O